N-[3-fluoro-4-(2-{[6-(trifluoromethyl)pyridin-3-yl]oxy}acetamido)bicyclo[2.2.2]octan-1-yl]acetamide FC1CC2(CCC1(CC2)NC(COC=2C=NC(=CC2)C(F)(F)F)=O)NC(C)=O